COC(C1=CN=C(C=C1)C1=C(C=C(C=C1)C1=NOC(=N1)C)Cl)=O 6-(2-chloro-4-(5-methyl-1,2,4-oxadiazol-3-yl)phenyl)nicotinic acid methyl ester